alpha-D-allofuranose O[C@@H]1[C@H](O)[C@H](O)[C@H](O1)[C@H](O)CO